N-(morpholin-N-yl)thiourea N1(CCOCC1)NC(=S)N